N-(3,5-dimethyl-1H-pyrazol-4-yl)-2-(3-(2,6-dioxopiperidin-3-yl)-1H-indazol-1-yl)acetamide CC1=NNC(=C1NC(CN1N=C(C2=CC=CC=C12)C1C(NC(CC1)=O)=O)=O)C